(1,3-dioxaindol-5-yl)-3-(4-fluoro-2-nitrophenyl)-4,5-dimethyl-5-(trifluoromethyl)-4,5-dihydrofuran-2-carboxamide O1COC2=CC(=CC=C12)C1(C(=C(OC1(C(F)(F)F)C)C(=O)N)C1=C(C=C(C=C1)F)[N+](=O)[O-])C